(2,4-dimethyl-oxazol-5-yl)-methanone CC=1OC(=C(N1)C)C=O